8-methoxy-7-{4-(trifluoromethyl)phenoxy}-chroman-4-one COC=1C(=CC=C2C(CCOC12)=O)OC1=CC=C(C=C1)C(F)(F)F